1-[3-(benzyloxy)cyclobutyl]-N,N-bis[(4-methoxyphenyl)methyl]-1H-pyrazole-3-sulfonamide C(C1=CC=CC=C1)OC1CC(C1)N1N=C(C=C1)S(=O)(=O)N(CC1=CC=C(C=C1)OC)CC1=CC=C(C=C1)OC